FC1(CCC2(CN(C3=CC=CC=C23)C)CC1)F 4,4-difluoro-1'-methylspiro[cyclohexane-1,3'-indoline]